CC(CC1=C(C=CC(=C1)C)S(=O)(=O)[O-])CCC1=C(C=CC(=C1)C)S(=O)(=O)[O-] 2-methylbutane-1,4-diylbis(4-methylbenzenesulfonate)